N-(1-deoxy-1-fructosyl)phenylalanine C1=CC=C(C=C1)C[C@@H](C(=O)O)NCC2([C@H]([C@@H]([C@H](O2)CO)O)O)O